C1(CC1)C=1N=NN(C1)[C@H](C(=O)N1[C@@H](C[C@H](C1)O)C(=O)NCC1(CCN(CC1)C(C)C)O)C(C)(C)C (2S,4R)-1-[(2S)-2-(4-cyclopropyltriazol-1-yl)-3,3-dimethyl-butanoyl]-4-hydroxy-N-[(4-hydroxy-1-isopropyl-4-piperidyl)methyl]pyrrolidine-2-carboxamide